C(C)(C)(C)[C@@H]1CC=2C=C3C(=NC2CC1)SC(=C3)C(=O)N[C@H](CC[NH+]3CC1(CC1)CCC3)C3=CC=C(C=C3)C3=CNC(C=C3)=O (6S)-6-tert-butyl-N-[(1R)-3-(5-azoniaspiro[2.5]octan-5-yl)-1-[4-(6-oxo-1H-pyridin-3-yl)phenyl]propyl]-5,6,7,8-tetrahydrothieno[2,3-b]quinoline-2-carboxamide